NN1C(=NN(C1=O)C(=O)NC(C)(C)C)C(C)C 4-amino-N-tert-butyl-5-oxo-3-propan-2-yl-1,2,4-triazole-1-carboxamide